N-({5-[5-(difluoromethyl)-1,3,4-oxadiazol-2-yl]-1,3-thiazol-2-yl}methyl)-N-{5-[(1R)-1-fluoroethyl]pyridin-3-yl}ethane-1-sulfonamide FC(C1=NN=C(O1)C1=CN=C(S1)CN(S(=O)(=O)CC)C=1C=NC=C(C1)[C@@H](C)F)F